FC1=C(C=C(C=C1)NC(=O)[C@@H]1[C@@H]([C@H]2CC[C@@H]1C2)NC(OC(C)(C)C)=O)S(F)(F)(F)(F)F tert-Butyl ((1S,2R,3S,4R)-3-((4-fluoro-3-(pentafluoro-λ6-sulfaneyl)phenyl)carbamoyl)bicyclo[2.2.1]heptan-2-yl)carbamate